tert-butyl N-[3-[5-(2,5-difluorophenyl)-3-[methoxy (methyl) carbamoyl]-2-phenyl-1,3,4-thiadiazol-2-yl]propyl]-N-(4-methoxy-2-pyridyl)carbamate FC1=C(C=C(C=C1)F)C1=NN(C(S1)(C1=CC=CC=C1)CCCN(C(OC(C)(C)C)=O)C1=NC=CC(=C1)OC)C(N(C)OC)=O